ClC=1C=C(C=CC1Cl)C(CN(C)C)=NO 1-(3,4-dichlorophenyl)-2-(dimethylamino)ethan-1-one oxime